N,N-diphenylmethacrylamide C1(=CC=CC=C1)N(C(C(=C)C)=O)C1=CC=CC=C1